C(CCCCCC)C(C(=O)O)=C.C(C=C)(=O)OCCCCCCC heptyl acrylate (HEPTYL ACRYLATE)